N[C@@]1(C2CC[C@H]([C@@H]1CCCB(O)O)N2)C(=O)O (2S,3S,4R)-2-amino-3-(3-boronopropyl)-7-azabicyclo[2.2.1]heptane-2-carboxylic acid